6-chloro-2,3-dihydrofuro[3,2-b]pyridin-5-amine ClC=1C=C2C(=NC1N)CCO2